tetrahydrofurfuryl acrylate C(C=C)(=O)OCC1CCCO1